C(C1=CC=CC=C1)C=1N=C(NC1)C=1N=CN2C1C=NC(=C2)C=2C(=C(C=CC2F)NS(=O)(=O)C=2C(=NC=C(C2)F)OC)F N-[3-[1-(4-benzyl-1H-imidazol-2-yl)imidazo[1,5-a]pyrazin-6-yl]-2,4-difluorophenyl]-5-fluoro-2-methoxypyridine-3-sulfonamide